FC(OC=1C=C(C=NC1OC)C1=CC=2N(C=C1)N=C(C2)NC(=O)NC2CCC(CC2)N2CCOCC2)F 1-(5-(5-(difluoromethoxy)-6-methoxypyridin-3-yl)pyrazolo[1,5-A]pyridin-2-yl)-3-((1S,4S)-4-morpholinocyclohexyl)urea